N-{(R)-4-[(3R,4R,5S)-3-amino-4-hydroxy-5-methylpiperidin-1-yl]-7-hydroxy-6,7-dihydro-5H-cyclopenta[b]pyridin-3-yl}-6-(2,6-difluorophenyl)-5-fluoropyridinecarboxamide benzoate C(C1=CC=CC=C1)(=O)O.N[C@@H]1CN(C[C@@H]([C@H]1O)C)C1=C2C(=NC=C1NC(=O)C1=NC(=C(C=C1)F)C1=C(C=CC=C1F)F)[C@@H](CC2)O